2-(aminomethyl)cyclopentane-1-ol NCC1C(CCC1)O